4-((3-(8-(((3S,4R)-3-fluoro-1-methylpiperidin-4-yl)amino)-3-((trifluoromethyl)thio)imidazo[1,2-a]pyridin-2-yl)prop-2-yn-1-yl)amino)-5-methoxy-N-methylpicolinamide F[C@H]1CN(CC[C@H]1NC=1C=2N(C=CC1)C(=C(N2)C#CCNC2=CC(=NC=C2OC)C(=O)NC)SC(F)(F)F)C